OC1=C(C(=CC(=C1S(=O)(=O)NC(=O)C1OCC1)CCCCC)O)C1C(CCC(=C1)C)C(=C)C N-((2,6-dihydroxy-5'-methyl-4-pentyl-2'-(prop-1-en-2-yl)-1',2',3',4'-tetrahydro-[1,1'-biphenyl]-3-yl)sulfonyl)oxetane-2-carboxamide